F[C@@H]\1[C@@]2(CCC[C@H](C/C1=C\C1=CN=C(N=N1)C=1C(=CC(=NC1)N1C=NC=C1)O)N2)C 5-(6-((E)-((1S,2S,5R)-2-fluoro-1-methyl-9-azabicyclo[3.3.1]nonan-3-ylidene)methyl)-1,2,4-triazin-3-yl)-2-(1H-imidazol-1-yl)pyridin-4-ol